CS(=O)(=O)[O-].C(CCCCCC)[N+]1=CC=C(C=C1)CCCC 1-Heptyl-4-butylpyridinium methansulfonat